C(CCC)C1(NS(C2=C(N(C1)C1=CC=CC=C1)C=C(C(=C2)OCCC(=O)O)SC)(=O)=O)CC 3-((3-butyl-3-ethyl-7-(methylthio)-1,1-dioxido-5-phenyl-2,3,4,5-tetrahydro-1,2,5-benzothiadiazepin-8-yl)oxy)propanoic acid